4-(4-(2-(2,4-dioxotetrahydropyrimidin-1(2H)-yl)benzyl)piperazin-1-yl)-N-(4-methyl-3-((4-(pyridin-3-yl)pyrimidin-2-yl)amino)phenyl)benzamide O=C1N(CCC(N1)=O)C1=C(CN2CCN(CC2)C2=CC=C(C(=O)NC3=CC(=C(C=C3)C)NC3=NC=CC(=N3)C=3C=NC=CC3)C=C2)C=CC=C1